2-hydroxy-1-(4-(4-(2-hydroxy-2-methylpropionyl)benzoyl)phenyl)-2-methylpropane-1-one OC(C(=O)C1=CC=C(C=C1)C(C1=CC=C(C=C1)C(C(C)(C)O)=O)=O)(C)C